FC([C@]12CCN(C[C@@H]2C1)C1=C(C(=O)NC2=NC(=NC(=C2)C)N2CCC(CC2)(F)F)C=CC(=C1)NS(=O)(=O)C)F 2-((1R,6S)-6-(difluoromethyl)-3-azabicyclo[4.1.0]heptan-3-yl)-N-(2-(4,4-difluoropiperidin-1-yl)-6-methylpyrimidin-4-yl)-4-(methylsulfonamido)benzamide